BrC1=CC=2NC=3C4=C(C(=CC3C2N=C1)F)C(CC4)=O 8-bromo-4-fluoro-1,10-dihydro-cyclopenta[g]pyrido[3,2-b]indol-3(2H)-one